n-hexadecyl-trimethyl-ammonium hydride [H-].C(CCCCCCCCCCCCCCC)[N+](C)(C)C